CN[C@H]1COCC1 (R)-N-methyltetra-hydrofuran-3-amine